BrC1=C(C=CC(=C1)O)C=1C(OC2=CC(=CC=C2C1)O)=O (2-bromo-4-hydroxyphenyl)-7-hydroxycoumarin